FC(OC=1C=C(C=CC1)C#CC1=CC=CC=N1)(F)F 6-((3-(trifluoromethoxy)phenyl)ethynyl)pyridine